4-(2',4'-dimethoxy-3''-methyl-6'-pentyl-[1,1':3',1''-terphenyl]-3-yl)morpholine COC1=C(C(=CC(=C1C1=CC(=CC=C1)C)OC)CCCCC)C1=CC(=CC=C1)N1CCOCC1